(R)-4-(7-(((S)-2-(methoxymethyl)pyrrolidine-1-yl)methyl)-2-(1H-pyrrolo[2,3-b]pyridin-4-yl)thieno[3,2-d]pyrimidin-4-yl)-3-methylmorpholine COC[C@H]1N(CCC1)CC1=CSC2=C1N=C(N=C2N2[C@@H](COCC2)C)C2=C1C(=NC=C2)NC=C1